C(N)(=O)N1CCCCC1 N-carbamoyl-tetra-Hydropyridine